D-allo-isoleucine N[C@H]([C@@H](C)CC)C(=O)O